C(C=C)N(C1CCC1)CCC1=CNC2=CC=C(C=C12)F N-allyl-N-(2-(5-fluoro-1H-indol-3-yl)ethyl)cyclobutanamine